OCCC=1C(=C(O)C=CC1C(C)(C)C1=CC=C(C=C1)O)CCO bis-(hydroxyethyl)-bisphenol a